4-(trifluoromethyl)bicyclo[1.1.1]pentane-2-carboxylic acid FC(C1C2C(C1C2)C(=O)O)(F)F